N1-(6-(4-Isopropyl-4H-1,2,4-triazol-3-yl)pyridin-2-yl)-N3-(1-methyl-1H-pyrazol-3-yl)isophthalamide C(C)(C)N1C(=NN=C1)C1=CC=CC(=N1)NC(C1=CC(C(=O)NC2=NN(C=C2)C)=CC=C1)=O